tert-butyl (3S,4R)-3-(dibenzylamino)-4-(hydroxymethyl)pyrrolidine-1-carboxylate C(C1=CC=CC=C1)N([C@@H]1CN(C[C@H]1CO)C(=O)OC(C)(C)C)CC1=CC=CC=C1